C(C)(C)(C)OC(=O)N1C(C(CCC1)O)CNC1=NC=2N(C(=C1)N(C1=CC(=CC=C1)NC(C(=C)F)=O)C(=O)OC(C)(C)C)N=CC2C(C)C (((7-((tert-butoxycarbonyl)(3-(2-fluoroacrylamido)phenyl)amino)-3-isopropylpyrazolo[1,5-a]pyrimidin-5-yl)amino)methyl)-3-hydroxypiperidine-1-carboxylic acid tert-butyl ester